1-[5-(2-methoxypyridin-4-yl)-1H-pyrazole-3-carbonyl]-N-[(1r,4r)-4-methylcyclohexyl]piperidine-4-carboxamide COC1=NC=CC(=C1)C1=CC(=NN1)C(=O)N1CCC(CC1)C(=O)NC1CCC(CC1)C